[4-(3,5-dimethylphenyl)-5-(2-phenylmethoxy-4-pyridyl)-1,3-thiazol-2-yl]amine CC=1C=C(C=C(C1)C)C=1N=C(SC1C1=CC(=NC=C1)OCC1=CC=CC=C1)N